tetrahydrofuran-3,4-diyl bis(tetrahydro-2H-pyran-4-carboxylate) O1CCC(CC1)C(=O)OC1COCC1OC(=O)C1CCOCC1